(2-Cyclohexyl-2-phenyl-ethyl)amine hydrochloride Cl.C1(CCCCC1)C(CN)C1=CC=CC=C1